(S)-tert-butyl (2-(2-(6-(5-chloro-2-((oxan-4-yl)amino)pyrimidin-4-yl)-1-oxoisoindolin-2-yl)acetamido)-2-phenylethyl)carbamate ClC=1C(=NC(=NC1)NC1CCOCC1)C1=CC=C2CN(C(C2=C1)=O)CC(=O)N[C@H](CNC(OC(C)(C)C)=O)C1=CC=CC=C1